cyano-2-naphthyl-cinnamic acid C(#N)C(=C(C(=O)O)C1=CC2=CC=CC=C2C=C1)C1=CC=CC=C1